N-((2R,3S)-1-(3-((2-(3-chloro-1-methyl-1H-pyrazol-4-yl)pyrimidin-4-yl)amino)-6-fluoro-5-isopropylisoquinolin-8-yl)-2-methylazetidine-3-yl)-N-methylmethanesulfonamide ClC1=NN(C=C1C1=NC=CC(=N1)NC=1N=CC2=C(C=C(C(=C2C1)C(C)C)F)N1[C@@H]([C@H](C1)N(S(=O)(=O)C)C)C)C